(2R)-2-[4-chloro-2-(1,1-difluoroethyl)phenoxy]-3-fluoropropionic acid ClC1=CC(=C(O[C@H](C(=O)O)CF)C=C1)C(C)(F)F